ClC=1C=NN(C1C1=NN2C(N(C(CC2)=O)CC2=CC(=C(C=C2)C2=NC=CC=C2N(C)C)Cl)=C1)C(C)C 2-(4-chloro-1-isopropyl-1H-pyrazol-5-yl)-4-(3-chloro-4-(3-(dimethylamino)pyridin-2-yl)benzyl)-6,7-dihydropyrazolo[1,5-a]pyrimidin-5(4H)-one